((3-hydroxypropyl) azanediyl)bis(nonane-9,1-diyl)bis(2-butyloctanoate) OCCCN(CCCCCCCCCC(C(=O)[O-])(CCCCCC)CCCC)CCCCCCCCCC(C(=O)[O-])(CCCCCC)CCCC